O=C1NC(CCC1N1C(C2=C(C=C(C=C2C1)CNCC1=CC=C(C(=O)NC2=CC(=C(C=C2)C)NC2=NC=CC(=N2)C=2C=NC=CC2)C=C1)F)=O)=O 4-((((2-(2,6-dioxopiperidin-3-yl)-7-fluoro-1-oxoisoindoline-5-yl)methyl)amino)methyl)-N-(4-methyl-3-((4-(pyridin-3-yl)pyrimidin-2-yl)amino)phenyl)benzamide